3,3-dimethyl-2-butylsuccinimide carbonate C(O)(O)=O.CC1(C(C(=O)NC1=O)CCCC)C